Methyl 3-[(1S)-1-[[1-[2-(3-chlorophenoxy)ethylamino]cyclopentanecarbonyl]amino]ethyl]bicyclo[1.1.1]pentane-1-carboxylate ClC=1C=C(OCCNC2(CCCC2)C(=O)N[C@@H](C)C23CC(C2)(C3)C(=O)OC)C=CC1